S1C=NC2=C1C=C(C=C2)\C=C\2/N=C(NC2=O)N[C@@H](CO)CC2=CC=CC=C2 |r| (±)-(4Z)-4-(1,3-benzothiazol-6-ylmethylene)-2-[(1-benzyl-2-hydroxy-ethyl)amino]-1H-imidazol-5-one